[2-(4,4-difluoroazepan-1-yl)-5,6,7,8-tetrahydroquinolin-3-yl]boronic Acid FC1(CCN(CCC1)C1=NC=2CCCCC2C=C1B(O)O)F